C(C)O\C=C(/C(=O)OCC)\C(C(F)(F)F)=O (Z)-ethyl 2-(ethoxymethylene)-4,4,4-trifluoro-3-oxobutanoate